methyl (2R,4S)-4-(dibenzylamino)piperidine-1,2-dicarboxylate C(C1=CC=CC=C1)N([C@@H]1C[C@@H](N(CC1)C(=O)OC)C(=O)[O-])CC1=CC=CC=C1